(2R,3S)-3-(4,4-diethyl-2-imino-6-oxo-hexahydropyrimidin-1-yl)-N-[(3R,4R)-3-hydroxy-3-methyl-chroman-4-yl]-2-(methoxymethyl)-2-methyl-3H-benzofuran-5-carboxamide C(C)C1(NC(N(C(C1)=O)[C@@H]1[C@](OC2=C1C=C(C=C2)C(=O)N[C@H]2[C@@](COC1=CC=CC=C21)(C)O)(C)COC)=N)CC